Behenamidoethyl-dimethylamine C(CCCCCCCCCCCCCCCCCCCCC)(=O)NCCN(C)C